(4-bromobutoxy)-1H-indazole BrCCCCON1N=CC2=CC=CC=C12